C(=C)[Si](O[Si](C)(C)C)(C)C=C.[Pt] platinum (0) divinyl-tetramethyldisiloxane